2-Amino-6-chloro-9-(prop-2-yn-1-yl)-9H-purine NC1=NC(=C2N=CN(C2=N1)CC#C)Cl